COC1=CC=C(C=C1)C1=C(C=2OC(=C(C2S1)C1=CC=CC=C1)C1=CC=CC=C1)C1=CC=C(C=C1)OC 5,6-bis(4-methoxyphenyl)-2,3-diphenylthieno[3,2-b]furan